2,2'-oxybis(1-chloropropane) O(C(CCl)C)C(CCl)C